2-(phenethylamino)-4-(phenylamino)pyrimidine-5-carboxamide C(CC1=CC=CC=C1)NC1=NC=C(C(=N1)NC1=CC=CC=C1)C(=O)N